5-chloro-1'-{2-[4-(1-methanesulfonylpiperidin-4-yl)phenoxy]ethyl}-1-(2H3)methyl-1,2-dihydrospiro[indole-3,4'-piperidin]-2-one ClC=1C=C2C(=CC1)N(C(C21CCN(CC1)CCOC1=CC=C(C=C1)C1CCN(CC1)S(=O)(=O)C)=O)C([2H])([2H])[2H]